C1(CC1)C1=CC(=NN1CC(=O)N1CCC(CC1)C1=CC(=NC=C1)C(=O)NC1CCCC2=CC=CC=C12)C(F)(F)F 4-[1-[2-[5-cyclopropyl-3-(trifluoromethyl)pyrazol-1-yl]acetyl]-4-piperidinyl]-N-tetrahydronaphthalen-1-ylpyridine-2-carboxamide